FC1=C(OCCCC(C(=O)N2CCN(CC2)S(=O)(=O)C2=CC=C(C=C2)OCC)(C)C)C=CC(=C1)F 5-(2,4-difluorophenoxy)-1-(4-((4-ethoxyphenyl)sulfonyl)piperazin-1-yl)-2,2-dimethylpentan-1-one